CC1C(C2(CCC1C2)C)(O)C TRIMETHYLBICYCLO[2.2.1]HEPTAN-2-OL